methyl 2-(3-chloro-4-methyl-6,7-dihydropyrido[2,3-c]pyridazin-8(5H)-yl)-5-(3-hydroxypropyl)thiazole-4-carboxylate ClC1=C(C2=C(N=N1)N(CCC2)C=2SC(=C(N2)C(=O)OC)CCCO)C